M-chlorobenzamide ClC=1C=C(C(=O)N)C=CC1